2-chloro-6-((4-methoxybenzyl)oxyphenyl)-3-nitroquinoline ClC1=NC2=CC=C(C=C2C=C1[N+](=O)[O-])C1=C(C=CC=C1)OCC1=CC=C(C=C1)OC